N=1CNC=CC1 3H-pyrimidine